C1(=CC=CC=C1)CS(=O)(=O)OC1=C(O[C@](C1=O)([2H])C1=C(C(=C(C(=C1[2H])[2H])C(F)(F)F)[2H])[2H])N([2H])[2H] (R)-2-(amino-d2)-4-oxo-5-(4-(trifluoromethyl)phenyl-2,3,5,6-d4)-4,5-dihydrofuran-3-yl-5-d phenylmethanesulfonate